7-bromo-8-fluorobenzopyran-4-one BrC1=C(C2=C(C(C=CO2)=O)C=C1)F